C(C)SC=1OC2=C(C=C(C=C2C(C1)=O)C)C(C)NC=1C(=NC(=CC1)C)C(=O)OC(C)(C)C tert-Butyl 3-[1-(2-ethylsulfanyl-6-methyl-4-oxo-chromen-8-yl)ethylamino]-6-methyl-pyridine-2-carboxylate